(4-chlorobenzyl)-2-phenylacetamide ClC1=CC=C(CC(C(=O)N)C2=CC=CC=C2)C=C1